N-Hydroxy-3-(2-(3-trifluoromethylphenyl)quinolin-4-yl)propanamide ONC(CCC1=CC(=NC2=CC=CC=C12)C1=CC(=CC=C1)C(F)(F)F)=O